1-(1-(5-(2,6-DIOXOPIPERIDIN-3-YL)PYRIDIN-2-YL)PIPERIDINE-4-CARBONYL)-4-METHYLPIPERIDINE O=C1NC(CCC1C=1C=CC(=NC1)N1CCC(CC1)C(=O)N1CCC(CC1)C)=O